FC1=C(C(=O)O)C=C(C=C1)S(=O)(=O)NC 2-fluoro-5-(methylaminosulfonyl)benzoic acid